2-bromo-4-chloro-1-fluorobenzene BrC1=C(C=CC(=C1)Cl)F